IC1=CC=C(C=C1)F 1-iodo-4-fluorobenzene